isopropyl 3-hydroxy-4-methoxy-2-nitrobutanoate OC(C(C(=O)OC(C)C)[N+](=O)[O-])COC